N-cyclobutyl-N'-{5-[1-(4-ethylphenyl)-1H-pyrazol-4-yl]-1H-indol-3-yl}ethanediamide C1(CCC1)NC(C(=O)NC1=CNC2=CC=C(C=C12)C=1C=NN(C1)C1=CC=C(C=C1)CC)=O